ClC=1C=NC=C(C1[C@@H](C)OC=1C=C2C(=NNC2=CC1)C=1C=NC(=CC1)N1CC2N(C(C1)C2)S(=O)(=O)C)Cl 5-[(1R)-1-(3,5-dichloro-4-pyridyl)ethoxy]-3-[6-(6-methylsulfonyl-3,6-diazabicyclo[3.1.1]heptan-3-yl)-3-pyridyl]-1H-indazole